4-carbamoyl-4-(pyridin-2-ylmethyl)piperidine-1-carboxylic acid tert-butyl ester C(C)(C)(C)OC(=O)N1CCC(CC1)(CC1=NC=CC=C1)C(N)=O